tert-butyl-(2R,5R)-4-(bis(4-fluorophenyl)methyl)-5-(hydroxymethyl)-2-methylpiperazine C(C)(C)(C)N1[C@@H](CN([C@H](C1)CO)C(C1=CC=C(C=C1)F)C1=CC=C(C=C1)F)C